CN1C(=CC=CC1=O)C#N 1-methyl-6-oxo-1,6-dihydropyridin-2-carbonitril